(2S,3R,4R,5R,6S)-5-azido-6-methyl-2-(pyrimidin-4-ylamino)tetrahydropyran-3,4-diol N(=[N+]=[N-])[C@@H]1[C@H]([C@H]([C@H](O[C@H]1C)NC1=NC=NC=C1)O)O